[(4R)-2-Oxooxazolidin-4-yl]methyl 3-[[2-fluoro-4-(trifluoromethyl)phenyl]methoxy]azetidine-1-carboxylate FC1=C(C=CC(=C1)C(F)(F)F)COC1CN(C1)C(=O)OC[C@@H]1NC(OC1)=O